FC1=CC=CC(=N1)S(=O)(=O)N1CC(CC1)C(=O)N1CCN(CC1)C1=CC=NC2=CC=CC=C12 (1-((6-fluoropyridin-2-yl)sulfonyl)pyrrolidin-3-yl)(4-(quinolin-4-yl)piperazin-1-yl)methanone